OC12CC(C1)(C2)CNC=2C(=CNC(C2)=O)C(=O)N 4-(((3-hydroxybicyclo[1.1.1]pent-1-yl)methyl)amino)-6-oxo-1,6-dihydropyridine-3-carboxamide